methyl (S)-2-aminohex-5-ynoate hydrochloride Cl.N[C@H](C(=O)OC)CCC#C